NC=1C=C(C=NC1C)NC(CN1[C@H](CCC1)C)=O (S)-N-(5-amino-6-methylpyridin-3-yl)-2-(2-methylpyrrolidin-1-yl)acetamide